1-[(3S)-2,2-Dimethyl-3-{[6-methyl-5-(1-methyl-1H-imidazol-4-yl)pyridin-2-yl]amino}pyrrolidin-1-yl]-2-(4-fluorophenyl)ethan-1-one CC1(N(CC[C@@H]1NC1=NC(=C(C=C1)C=1N=CN(C1)C)C)C(CC1=CC=C(C=C1)F)=O)C